3-(4-isopropylphenyl)quinazolin-4(3H)-one C(C)(C)C1=CC=C(C=C1)N1C=NC2=CC=CC=C2C1=O